3-bromo-N-((4,6-dimethyl-2-oxo-1,2-dihydropyridin-3-yl)methyl)-5-methoxy-4-propoxybenzamide BrC=1C=C(C(=O)NCC=2C(NC(=CC2C)C)=O)C=C(C1OCCC)OC